N1CCC(CC1)C=1C=C(C=CC1)CN1C(NC(CC1)=O)=O 1-[[3-(4-piperidyl)phenyl]methyl]hexahydropyrimidine-2,4-dione